2-[6-bromo-4-(trans-2,2-difluorospiro[2.3]hexan-5-yl)oxy-1-oxophthalazin-2-yl]-N-(3-hydroxy-3-methylcyclobutyl)acetamide BrC=1C=C2C(=NN(C(C2=CC1)=O)CC(=O)NC1CC(C1)(C)O)OC1CC2(C(C2)(F)F)C1